COC1=C(C(=CC=C1)O)O Methoxybenzenediol